8-methyl-6,7,8,9-tetrahydrooxazolo[5,4-f]isoquinoline CC1NCC2=CC=C3C(=C2C1)OC=N3